5-(N-p-chlorobenzyl-3-cyanoindol-5-yl)isoxazole-3-carboxylic acid ClC1=CC=C(CN2C=C(C3=CC(=CC=C23)C2=CC(=NO2)C(=O)O)C#N)C=C1